O(C)C=1C=C(C=CC1)C1=CC(=CC=C1)OC 3,3'-dimethoxylbiphenyl